cyclohexanedimethanol monomethacrylate C(C(=C)C)(=O)OCC1(CCCCC1)CO